methyl 6-(3-nitropyrazol-1-yl)pyridine-3-carboxylate [N+](=O)([O-])C1=NN(C=C1)C1=CC=C(C=N1)C(=O)OC